2-(chloromethyl)-5-methyl-1,3-oxazole ClCC=1OC(=CN1)C